ClC1=CNC2=C(C=CC(=C12)Cl)NS(=O)(=O)C1=CC=C(C=C1)OC1(CCN(CC1)CCO)C N-(3,4-dichloro-1H-indol-7-yl)-4-((1-(2-hydroxyethyl)-4-methylpiperidin-4-yl)oxy)benzenesulfonamide